t-butyl (E)-α-(1,3-dimethyl-5-phenoxypyrazol-4-ylmethyleneaminooxy)-p-toluate CN1N=C(C(=C1OC1=CC=CC=C1)\C=N\OCC1=CC=C(C=C1)C(=O)OC(C)(C)C)C